1-(4-(4-FLUOROTETRAHYDRO-2H-PYRAN-4-YL)PYRIDIN-2-YL)-N-(1-METHYL-1H-INDAZOL-7-YL)-1H-PYRAZOLE-4-SULFONAMIDE FC1(CCOCC1)C1=CC(=NC=C1)N1N=CC(=C1)S(=O)(=O)NC=1C=CC=C2C=NN(C12)C